ClC1=C(C=CC=C1)N1CCN(CC1)C(=O)C1=CC=2CS(C=3C=CC=CC3C2S1)(=O)=O (4-(2-chlorophenyl)piperazin-1-yl)(5,5-dioxido-4H-thieno[3,2-c]thiochromen-2-yl)methanone